2-((2-Chlorophenyl)amino)-6-(trifluoromethyl)pyridine-3-carboxylic acid ClC1=C(C=CC=C1)NC1=NC(=CC=C1C(=O)O)C(F)(F)F